(S)-(9H-fluoren-9-yl)methyl (4,5-diamino-5-oxopentyl)carbamate N[C@@H](CCCNC(OCC1C2=CC=CC=C2C=2C=CC=CC12)=O)C(=O)N